C1(CC1)C1=CC=C(C=N1)[C@@H](C)N1N=C(C2=C1N=C(NC2=O)[C@@H]2[C@H](CC2)C2=NC=CC=N2)C#N 1-((R)-1-(6-cyclopropylpyridin-3-yl)ethyl)-4-oxo-6-((1S,2S)-2-(pyrimidin-2-yl)cyclobutyl)-4,5-dihydro-1H-pyrazolo[3,4-d]pyrimidine-3-carbonitrile